CN1CC(C1)(C)[C@@](C=1C=C(C=NC1)C1=NOC(=N1)C(C)(C)O)(C1=CC=C(C=C1)CC(C)C)O 2-(3-{5-[(R)-(1,3-Dimethyl-azetidin-3-yl)-hydroxy-(4-isobutyl-phenyl)-methyl]-pyridin-3-yl}-[1,2,4]oxadiazol-5-yl)-propan-2-ol